3,4-bis(3-aminopropoxy)-N-[4-[4-[6-chloro-4-(trifluoromethyl)-2-pyridinyl]piperazin-1-yl]sulfonylphenyl]benzamide diphosphomevalonate P(=O)(=O)OCC[C@](CC(=O)O)(OP(=O)=O)C.NCCCOC=1C=C(C(=O)NC2=CC=C(C=C2)S(=O)(=O)N2CCN(CC2)C2=NC(=CC(=C2)C(F)(F)F)Cl)C=CC1OCCCN